S(=O)(=O)(C1=CC=C(C)C=C1)OCCOC(C(=O)[O-])C 2-(2-(tosyloxy)ethoxy)propanoate